8-(4-chloro-3,5-difluorophenyl)-2-(methylsulfonyl)-7-(tetrahydro-2H-pyran-2-yl)pyrazolo[1,5-a][1,3,5]triazin-4(3H)-one ClC1=C(C=C(C=C1F)C=1C(=NN2C1N=C(NC2=O)S(=O)(=O)C)C2OCCCC2)F